BrC1=C(C(=C(C(=C1)F)O)[N+](=O)[O-])F 4-bromo-3,6-difluoro-2-nitrophenol